N(=C=O)CC1=C(C=C(C=C1)C(C)(C)C)CN=C=O Bis(isocyanatomethyl)-5-tert.-butylbenzol